C[PH2]=O Methyl-Phosphine Oxide